Cl.FC1=C(CC=2C=NNC2)C=CC(=C1)F 4-(2,4-difluorobenzyl)-1H-pyrazole hydrochloride